ClC1=CC(=C(C=C1)O)C=NCCC1=CC=CC=C1 4-chloro-2-((phenethyl-imino)methyl)phenol